6-[1-methyl-5-(1-piperidinylmethyl)pyrazol-4-yl]Isoquinolin-3-amine CN1N=CC(=C1CN1CCCCC1)C=1C=C2C=C(N=CC2=CC1)N